C(#N)C1(CC(C1)C(=O)NC=1C=CC(=NC1)C=1N=NN(C1NC(O[C@H](C)C=1C(=NC=CC1)Cl)=O)C)OC (R)-1-(2-chloropyridin-3-yl)ethyl (4-(5-((1r,3R)-3-cyano-3-methoxycyclobutane-1-carboxamido)pyridin-2-yl)-1-methyl-1H-1,2,3-triazol-5-yl)carbamate